L-18-mercaptostearic acid SCCCCCCCCCCCCCCCCCC(=O)O